OC(C)(C)C1=CC(=NC(=C1)C(F)(F)F)C(=O)O 4-(1-hydroxy-1-methyl-ethyl)-6-(trifluoromethyl)pyridine-2-carboxylic acid